2-amino-6-(4-methylpiperazinomethyl)benzothiazole NC=1SC2=C(N1)C=CC(=C2)CN2CCN(CC2)C